2-(1,2,3,5,6,7-hexahydros-indacen-4-yl)-N-(4-(hydroxymethyl)-2-(2-hydroxypropan-2-yl)thiazol-5-ylsulfonimidoyl)acetamide C1CCC2=C(C=3CCCC3C=C12)CC(=O)NS(=O)(=N)C1=C(N=C(S1)C(C)(C)O)CO